methyl 2-[3-(2-methoxy-1-methyl-vinyl)phenyl]-2-methyl-propanoate COC=C(C)C=1C=C(C=CC1)C(C(=O)OC)(C)C